COC1=C(C=CC(=C1)OC)CN1C(CC(C=C1)=O)C=1N=NN(C1)C 1-[(2,4-dimethoxyphenyl)methyl]-2-(1-methyltriazol-4-yl)-2,3-dihydropyridin-4-one